BrC=1C=CC(=C(C1)C1=C(C=CC=C1)Cl)S(=O)(=O)N1CCC(CC1)(C(=O)N[C@H](C)\C=C/S(=O)(=O)C)F (R,Z)-1-((5-bromo-2'-chloro-[1,1'-biphenyl]-2-yl)sulfonyl)-4-fluoro-N-(4-(methylsulfonyl)but-3-en-2-yl)piperidine-4-carboxamide